5,10,15,20-tetrabromophenyl-porphyrin iron [Fe].BrC=1C=CC=C(C1)C1=C2NC(=C1)C=C1C=CC(=N1)C(=C1C=CC(N1)=C(C=1C=CC(N1)=C2Br)Br)Br